FC=1N=C(SC1CN1[C@H](C[C@H](C1)OC=1C=CC=2C(=NC=CN2)N1)C)NC(C)=O N-(4-fluoro-5-(((2S,4R)-2-methyl-4-(pyrido[2,3-b]pyrazin-6-yloxy)pyrrolidin-1-yl)methyl)thiazol-2-yl)acetamide